5,7-dibromo-1,2,3,4-tetrahydroacridine-9-amine hydrochloride Cl.BrC1=C2N=C3CCCCC3=C(C2=CC(=C1)Br)N